epoxyn-decane C1C(CCCCCCCC)O1